γ-glycidoxypropylethoxydimethylsilane C(C1CO1)OCCC[Si](C)(C)OCC